2-chloro-6-(2,4-difluorophenyl)nicotinonitrile ClC1=C(C#N)C=CC(=N1)C1=C(C=C(C=C1)F)F